3-[(R)-(5-Formyl-pyridin-3-yl)-hydroxy-(4-isopropyl-phenyl)-methyl]-3-methyl-azetidine-1-carboxylic acid tert-butyl ester C(C)(C)(C)OC(=O)N1CC(C1)(C)[C@@](C1=CC=C(C=C1)C(C)C)(O)C=1C=NC=C(C1)C=O